FC1=CC=C(OCC2N(CC2)CC2=CC(=NC=C2)C=2C=C3CN(C(C3=CC2)=O)C2C(NC(CC2)=O)=O)C=C1 3-(5-(4-((2-((4-fluorophenoxy)methyl)azetidin-1-yl)methyl)pyridin-2-yl)-1-oxoisoindolin-2-yl)piperidine-2,6-dione